1-(9H-fluoren-9-ylmethoxycarbonylamino)cyclopentane-1-carboxylic acid C1=CC=CC=2C3=CC=CC=C3C(C12)COC(=O)NC1(CCCC1)C(=O)O